C(C)C1=C(C(=CC(=C1)C)CC1=C(C=CC=C1)F)O 2-ethyl-6-(2-fluorobenzyl)-4-methylphenol